CON(C(CCC1CCN(CC1)C(=O)OC(C)(C)C)=O)C tert-butyl 4-[3-[methoxy(methyl)amino]-3-oxo-propyl]piperidine-1-carboxylate